(S)-1-allyl-5-fluoro-2-(4-methoxybenzyl)-3-oxoisoindoline-1-carboxylic acid methyl ester COC(=O)[C@]1(N(C(C2=CC(=CC=C12)F)=O)CC1=CC=C(C=C1)OC)CC=C